NC=1C(=NC(=C(N1)C1=CC=C(C=C1)F)Cl)C(=O)NCC1=C(C=CC=C1F)F amino-6-chloro-N-(2,6-difluorobenzyl)-5-(4-fluorophenyl)pyrazine-2-carboxamide